ClC1=C(C(=O)N2CCN(CC2)C(C)=O)C=CC(=C1)NC1CN(C1)C1CCNCC1 1-(4-(2-chloro-4-(1-(piperidin-4-yl)azetidin-3-ylamino)benzoyl)piperazin-1-yl)ethanone